OCCNCCO di(2-hydroxyethyl)amine